FC=1C=C(C=C(C1)F)C1=NCC(NC=2SC=3CC(CC3C12)C(=O)OC)=O methyl 13-(3,5-difluorophenyl)-10-oxo-7-thia-9,12-diazatricyclo[6.5.0.02,6]trideca-1(8),2(6),12-triene-4-carboxylate